C(C)(C)(C)OC(=O)O[C@@H]1[C@H]([C@H](N(C1)C(=O)OC(C)(C)C)CC1=CC=C(C=C1)OC)OC(=O)C1COC1 tert-butyl (2R,3S,4S)-4-[(tert-butoxycarbonyl)oxy]-2-[(4-methoxyphenyl)methyl]-3-(oxetane-3-carbonyloxy)pyrrolidine-1-carboxylate